C1=CC=CC=2C3=CC=CC=C3C(C12)COC(=O)N([C@H](C(=O)O)CCC1=CC(=CC=C1)C(N)=O)C (S)-2-((((9H-fluoren-9-yl)methoxy)carbonyl)(methyl)amino)-4-(3-carbamoylphenyl)butanoic acid